Tetrafluoroethyl ether C(C(F)(F)F)(OC(C(F)(F)F)F)F